(5-(1-(6-cyano-2-phenyl-1H-indol-3-yl)-2-nitroethyl)thiophen-3-yl)boronic acid C(#N)C1=CC=C2C(=C(NC2=C1)C1=CC=CC=C1)C(C[N+](=O)[O-])C1=CC(=CS1)B(O)O